C(C)(=O)N1CCC(CC1)C1C(C(N(CC1)CCC1=CC=CC=C1)C)COC1=CC=C2CNC(C2=C1)=O (+/-)-6-{[(trans,trans)-4-(1-acetylpiperidin-4-yl)-2-methyl-1-(2-phenylethyl)piperidin-3-yl]methoxy}-2,3-dihydro-1H-isoindol-1-one